3-(1-Cyano-1-methyl-ethyl)-N-[4-methyl-3-[[3-(9H-purin-6-yl)-2-pyridyl]amino]phenyl]benzamide C(#N)C(C)(C)C=1C=C(C(=O)NC2=CC(=C(C=C2)C)NC2=NC=CC=C2C2=C3N=CNC3=NC=N2)C=CC1